SULPHONYL-BENZENE S(=O)(=O)=C1CC=CC=C1